C(C)C(C(C(=O)[O-])(CC)CC)CCC diethyl-2-ethylhexanoate